C(C)(C)NC1=C(C=C2C(=NC(=NC2=C1)C)N[C@H](C)C1=C(C(=CC=C1)C(F)(F)F)C)P(C)(C)=O (R)-(7-(isopropylamino)-2-methyl-4-((1-(2-methyl-3-(trifluoromethyl)phenyl)ethyl)amino)quinazolin-6-yl)dimethyl-phosphine oxide